(5-chloropentyl)triethoxysilane ClCCCCC[Si](OCC)(OCC)OCC